3-(4-isopropylphenyl)-2-methylpropionaldehyde C(C)(C)C1=CC=C(C=C1)CC(C=O)C